1-isopropyl-5-(1H-tetrazol-5-yl)-1H-indole-3-carbonitrile C(C)(C)N1C=C(C2=CC(=CC=C12)C1=NN=NN1)C#N